CC=1N=C(OC1C1=CC=CC=C1)C1=CC=CC=C1 2-(4-methyl-5-phenyloxazolyl)benzene